Cl.CN([C@H](CC(C(CC)=O)(C1=CC=CC=C1)C1=CC=CC=C1)C)C (S)-6-(dimethylamino)-4,4-diphenyl-3-heptanone hydrochloride